cis-N-[8-chloro-6-(4-ethyl-3-pyridyl)cinnolin-3-yl]-2-fluoro-cyclopropanecarboxamide ClC=1C=C(C=C2C=C(N=NC12)NC(=O)[C@H]1[C@H](C1)F)C=1C=NC=CC1CC